(E)-3-(dimethylamino)-1-(2-bromophenyl)-2-propen-1-one CN(/C=C/C(=O)C1=C(C=CC=C1)Br)C